[Si](C)(C)(C(C)(C)C)OCCCOCC(CCC(F)(F)F)NS(=O)C(C)(C)C N-(1-(3-((tert-butyldimethylsilyl)oxy)propoxy)-5,5,5-trifluoropentan-2-yl)-2-methylpropane-2-sulfinamide